ClC=1N=NN(C1CC1N(C(C2=CC=CC=C12)=O)CC1CC2(C1)OC(NC2)=O)C 2-((1-((4-chloro-1-methyl-1H-1,2,3-triazol-5-yl)methyl)-3-oxoisoindolin-2-yl)methyl)-5-oxa-7-azaspiro[3.4]octan-6-one